benzyl (3aR,5s,6aS)-5-(2-fluorophenoxy)hexahydrocyclopenta[c]pyrrole-2(1H)-carboxylate FC1=C(OC2C[C@@H]3[C@@H](CN(C3)C(=O)OCC3=CC=CC=C3)C2)C=CC=C1